FC1CCN(CC1)CCN1C(NC2=NC=C(C=C21)C2=CC(=CC=C2)C(F)(F)F)=O 1-[2-(4-fluoro-1-piperidinyl)ethyl]-6-[3-(trifluoromethyl)phenyl]-3H-imidazo[4,5-b]pyridin-2-one